1,4-dimethyl-5-(stannyl)-1H-1,2,3-triazole CN1N=NC(=C1[SnH3])C